4-fluoro-N-(1-(5-(2-methylpyrimidin-5-yl)-5,6,7,8-tetrahydroquinolin-2-yl)cyclopropyl)benzamide FC1=CC=C(C(=O)NC2(CC2)C2=NC=3CCCC(C3C=C2)C=2C=NC(=NC2)C)C=C1